OC[C@H](CC)NC(=O)C1=CC2=C(N3C(S2)=NC(=C3)C3=CC=C(C=C3)C(NC)=O)C=C1 (S)-N-(1-hydroxybut-2-yl)-2-(4-(methylcarbamoyl)phenyl)benzo[d]imidazo[2,1-b]thiazole-7-carboxamide